C(#N)C1=NC(=C2C=C(N=CC2=C1)N[C@H]1[C@H](CCC1)NC(OC(C)(C)C)=O)NC(C)C Tert-butyl ((1S,2R)-2-((7-cyano-5-(isopropylamino)-2,6-naphthyridin-3-yl)amino)cyclopentyl)carbamate